2-(azetidin-3-yl)-5-[1-(trifluoromethyl)cyclopropyl]pyrazine N1CC(C1)C1=NC=C(N=C1)C1(CC1)C(F)(F)F